(2S)-3-{4-[2-(2-ethoxyethoxy)ethoxy]phenyl}-2-[4,7,10-tris(carboxymethyl)-1,4,7,10-tetraazacyclododecan-1-yl]propanoic acid C(C)OCCOCCOC1=CC=C(C=C1)C[C@@H](C(=O)O)N1CCN(CCN(CCN(CC1)CC(=O)O)CC(=O)O)CC(=O)O